[K].[K].O.O.S(=O)(=O)(O)C1=CC=C(C=C1)P(C1=CC=CC=C1)C1=CC=C(C=C1)S(=O)(=O)O Di(p-sulfophenyl)-phenylphosphine dihydrate dipotassium